FC(C(C(F)(F)F)(F)F)(I)F Perfluoroiodopropane